N-[(3S)-1-(6-{[(1-Benzothiophen-3-yl)methyl]amino}pyridine-3-carbonyl)pyrrolidin-3-yl]-N-methylcyclobutanecarboxamide S1C=C(C2=C1C=CC=C2)CNC2=CC=C(C=N2)C(=O)N2C[C@H](CC2)N(C(=O)C2CCC2)C